ClC1=C(C(=O)N2COC3=C(C2)C=CC=C3C3=CC(=C(C(=O)OC)C=C3F)N3C2COCC3CC2)C(=CC(=C1)C=1C=2C(C(=NC1)OC)=NN(N2)C)Cl Methyl 4-[3-[2,6-dichloro-4-(4-methoxy-2-methyltriazolo[4,5-c]pyridin-7-yl)benzoyl]-2,4-dihydro-1,3-benzoxazin-8-yl]-5-fluoro-2-(3-oxa-8-azabicyclo[3.2.1]octan-8-yl)benzoate